2,6-dimethyl-m-phenylenediamine CC1=C(C(=CC=C1N)C)N